CSC1=C(OCC(CN2C(CCC2(C)C)(C)C)O)C=CC=C1 (2-(methylthio)phenoxy)-3-(2,2,5,5-tetramethylpyrrolidin-1-yl)propan-2-ol